C1(CC1)CNP(OCC1=CC(=C(C=C1)NC([C@H](C)N=[N+]=[N-])=O)F)(=O)CCC=C(C)C 4-((S)-2-Azidopropanamido)-3-fluorobenzyl N-(cyclopropylmethyl)-P-(4-methylpent-3-en-1-yl)phosphonamidate